1-{4-[(2-{3-[(4-methanesulfonyl-2-methoxyphenyl)amino]prop-1-yn-1-yl}-1-(2,2,2-trifluoroethyl)-1H-indol-4-yl)amino]piperidin-1-yl}-3-methoxypropan-2-yl propanoate C(CC)(=O)OC(CN1CCC(CC1)NC1=C2C=C(N(C2=CC=C1)CC(F)(F)F)C#CCNC1=C(C=C(C=C1)S(=O)(=O)C)OC)COC